ClC=1C=C(C(=NC1)N[C@@H]1[C@H]([C@H]([C@H](O[C@@H]1OC)CO)O)O)F (2R,3R,4R,5R,6S)-5-((5-chloro-3-fluoropyridin-2-yl)amino)-2-(hydroxymethyl)-6-methoxytetrahydro-2H-pyran-3,4-diol